C1=C(C2=CC=CC=C2)O1 (S) and (R)-epoxystyrene